BrC=1C(=NC(=NC1)NC1=C(C=C(C(=C1)C=1C=NN(C1)C)N1CCC(CC1)N1CCNCC1)OC)NC=1C(=C2N=CC=NC2=CC1)P(C)C (6-((5-bromo-2-((2-Methoxy-5-(1-methyl-1H-pyrazol-4-yl)-4-(4-(piperazin-1-yl)piperidin-1-yl)phenyl)amino)pyrimidin-4-yl)amino)quinoxalin-5-yl)dimethylphosphine